(2R,4S)-4-Methoxy-N-(3-(2-((3-methoxy-1-methyl-1H-pyrazol-4-yl)amino)-5-methylpyrimidine-4-yl)-1H-indol-7-yl)-1-(1-methylpiperidin-4-yl)pyrrolidine-2-carboxamide CO[C@H]1C[C@@H](N(C1)C1CCN(CC1)C)C(=O)NC=1C=CC=C2C(=CNC12)C1=NC(=NC=C1C)NC=1C(=NN(C1)C)OC